Ethyl 5-(4-(pyridin-2-yl)piperazine-1-carboxamido)thiazole-4-carboxylate Ethyl-5-aminothiazole-4-carboxylate C(C)OC(=O)C=1N=CSC1N.N1=C(C=CC=C1)N1CCN(CC1)C(=O)NC1=C(N=CS1)C(=O)OCC